(2R)-2-{4-[(6-chloroquinoxalin-2-yl)oxy]phenoxy}propanoic acid ClC=1C=C2N=CC(=NC2=CC1)OC1=CC=C(O[C@@H](C(=O)O)C)C=C1